Myristyl myristat C(CCCCCCCCCCCCC)(=O)OCCCCCCCCCCCCCC